CC(CNC(=O)C1CNC1)C N-(2-methylpropyl)azetidine-3-carboxamide